N,N-Dipropyl-tryptamine C(CC)N(CCC1=CNC2=CC=CC=C12)CCC